FC1=C(C=CC2=C1N(C(=N2)CN2CCC=1C=C(C(=NC1C2)O)I)C[C@H]2OCC2)C(=O)OC methyl (S)-7-fluoro-2-((2-hydroxy-3-iodo-5,8-dihydro-1,7-naphthyridin-7(6H)-yl) methyl)-1-(oxetan-2-ylmethyl)-1H-benzo[d]imidazole-6-carboxylate